C(CCCCCCCCCC)NC(=O)C=1OC(=CC1)C(=O)NCCCCCCCCCCC N2,N5-diundecylfuran-2,5-dicarboxamide